FC1=CN=C(C2=CC=CC=C12)\C=N\NC(N)=S (E)-2-((4-Fluoroisoquinolin-1-yl)methylene)hydrazine-1-carbothioamide